CN1C=NC2=C1C=C(C(=C2)[N+](=O)[O-])C(=O)OC Methyl 1-methyl-5-nitro-1H-benzo[d]imidazole-6-carboxylate